5-chloro-3-iodo-1H-pyrazolo[3,4-c]pyridine ClC=1C=C2C(=CN1)NN=C2I